tert-butyl 2-[[3-[(1R)-1-aminoethyl]-2-fluoro-phenyl]-difluoro-methyl]morpholine-4-carboxylate N[C@H](C)C=1C(=C(C=CC1)C(C1CN(CCO1)C(=O)OC(C)(C)C)(F)F)F